COC1=CC=C(C=C1)N1C(=C2C(N(N=CC2=C1C)C1=CC=C(CCC(=O)N)C=C1)=O)C (4-(6-(4-Methoxyphenyl)-5,7-dimethyl-1-oxo-1H-pyrrolo[3,4-d]pyridazin-2(6H)-yl)benzyl)acetamide